2-bromo-3-methyl-butenoic acid methyl ester COC(C(=C(C)C)Br)=O